C(C)OC(=O)C1=CC2=C(N=C(S2)N[Si](C)(C)C)C=C1 2-((trimethylsilyl)amino)benzo[d]thiazole-6-carboxylic acid ethyl ester